FC(CN1C[C@@H](N(CC1)CC1=C2C=CNC2=C(C=C1OC)C)C1=NC(=C(C(=O)O)C=C1)O)F (R)-6-(4-(2,2-Difluoroethyl)-1-((5-methoxy-7-methyl-1H-indol-4-yl)methyl)piperazin-2-yl)-2-hydroxynicotinic acid